(1S,3R,4S)-2-((3-chlorophenyl)-D-leucyl)-N-((S)-1-cyano-2-((S)-2-oxopiperidin-3-yl)ethyl)-5,5-difluoro-2-azabicyclo[2.2.2]octane-3-carboxamide ClC=1C=C(C=CC1)N[C@H](CC(C)C)C(=O)N1[C@@H]2CC([C@H]([C@@H]1C(=O)N[C@@H](C[C@H]1C(NCCC1)=O)C#N)CC2)(F)F